[6-(3-methyl-1,2,4-triazol-1-yl)pyrimidin-4-yl]piperidine-4-carboxylic acid CC1=NN(C=N1)C1=CC(=NC=N1)N1CCC(CC1)C(=O)O